Cl.FC(C(CN)(C)C)F 3,3-difluoro-2,2-dimethyl-propane-1-amine hydrochloride